3-((S)-2-hydroxy-3-((R)-8-(1-(2-methoxyethyl)-2,3-dihydro-1H-pyrido[2,3-b][1,4]oxazin-7-ylsulfonyl)-1-oxa-8-azaspiro[4.5]decan-3-ylamino)propoxy)-N-methylbenzenesulfonamide O[C@H](COC=1C=C(C=CC1)S(=O)(=O)NC)CN[C@H]1COC2(C1)CCN(CC2)S(=O)(=O)C2=CC1=C(OCCN1CCOC)N=C2